The molecule is a monothiocarbamic ester that is ethanethiol in which the hydrogen attached to the sulfur is replaced by a [3-(dimethylamino)propyl]carbamoyl group. Formerly used (generally as the hydrochloride salt) as an agricultural fungicide, it is not approved for use within the European Union. It has a role as an antifungal agrochemical. It is a monothiocarbamic ester and a tertiary amino compound. CCSC(=O)NCCCN(C)C